4-cyano-7-cyclobutyl-2-methoxyquinoline-3-carboxylic acid C(#N)C1=C(C(=NC2=CC(=CC=C12)C1CCC1)OC)C(=O)O